tert-butyl 6-(bromomethyl)-3,4-dihydroisoquinoline-2(1H)-carboxylate BrCC=1C=C2CCN(CC2=CC1)C(=O)OC(C)(C)C